C1(=CC=CC=C1)N(C1=CC=C(C=C1)C=1SC(=CC1)C1=CC=NC2=CC=CC=C12)C1=CC=CC=C1 N,N-diphenyl-4-(5-(quinoline-4-yl)thiophen-2-yl)aniline